C(#N)C1=CC=CC(=N1)NC1=C(C(=O)NC([2H])([2H])[2H])C(=CC=N1)NC1=NC=CC(=C1OC)C1=NC=C(C=N1)F ((6-cyanopyridin-2-yl)amino)-4-((4-(5-fluoropyrimidin-2-yl)-3-methoxypyridin-2-yl)Amino)-N-(methyl-d3)nicotinamide